N[C@@H](CO)[C@@H](CCCCCCCCCCCCCCCCCCCCC)O (2S,3R)-2-aminotetracosane-1,3-diol